C(C)(C)(C)C=1N(N=C2C=3N(CCCC21)N=C2C3CNCC2)C tert-butyl-2-methyl-4,5,6,9,10,12-hexahydropyrazolo[3,4-c]pyrido[4',3':3,4]pyrazolo[1,5-a]azepine